methyl 6-(N-tert-butoxycarbonyl-S-methyl-sulfonimidoyl)pyridine-3-carboxylate C(C)(C)(C)OC(=O)N=S(=O)(C)C1=CC=C(C=N1)C(=O)OC